ClC1=CC2=C(N=CN2)C=C1Cl 5,6-dichlorobenzo-imidazole